CC(CCC1=CC=C(C=C1)C(C)=O)(C)C 1-(4-(3,3-Dimethyl-n-butyl)phenyl)ethan-1-one